FC=1C=C(OCCN(C)C)C=C(C1)F 2-(3,5-difluorophenoxy)-N,N-dimethylethan-1-amine